N1(CCC1)CC1(CC1)NC(=O)C1(CCC1)C1=CC=CC=C1 N-(1-(azetidin-1-ylmethyl)cyclopropyl)-1-phenylcyclobutane-1-carboxamide